Bornan C12(CCC(CC1)C2(C)C)C